BrC1=CC2=C(N=C(CN=C2C2=NC=CC=C2)NCC(C)O)C=C1 7-bromo-2-(2-hydroxypropyl)amino-5-(pyridin-2-yl)-3H-benzo[e][1,4]diazepine